ClC=1C=CC(=NC1)N1CCN(CC1)C(=O)NC1=NC=C(C=N1)O 4-(5-chloropyridin-2-yl)-N-(5-hydroxypyrimidin-2-yl)-piperazine-1-carboxamide